C(C=C)(=O)N[C@@H]1[C@@H](CCC1)NC(=O)C=1SC=2N=CC=C3N(C(NC1C23)=O)C=2C=NC(=CC2C)OC2=NC(=CC=C2)C N-((1R,2S)-2-Acrylamidocyclopentyl)-5-(4-methyl-6-((6-methylpyridin-2-yl)oxy)pyridin-3-yl)-4-oxo-4,5-dihydro-3H-1-thia-3,5,8-triazaacenaphthylene-2-carboxamide